C(C)(=O)N1CCN(CC1)C1=CC2=C(N(C(=N2)OC)C(=O)NCCCC2=CC=CC=C2)C=C1 5-(4-Acetylpiperazin-1-yl)-2-methoxy-N-(3-phenylpropyl)-1H-benzo[d]imidazole-1-carboxamide